FC=1C(=CN(C1C=1C(=NC=CC1)F)S(=O)(=O)C=1C=NC=CC1)CNC 1-[4-fluoro-5-(2-fluoropyridin-3-yl)-1-(pyridin-3-ylsulfonyl)-1H-pyrrol-3-yl]-N-methylmethylamine